(4-(1-cyclopropyl-3-phenyl-1H-pyrazol-4-yl)-7-ethoxyquinazolin-6-yl)methanol C1(CC1)N1N=C(C(=C1)C1=NC=NC2=CC(=C(C=C12)CO)OCC)C1=CC=CC=C1